tetrabutylphosphonium p-toluenesulfonate CC1=CC=C(C=C1)S(=O)(=O)[O-].C(CCC)[P+](CCCC)(CCCC)CCCC